C(CCC)[Sn](C(=C)C)(CCCC)CCCC tributyl-(prop-1-en-2-yl)stannane